C(=O)(O)C1=CC(=C(C=C1)N=NC1=CC=CC=C1)N 4-carboxyl-2-aminoazobenzene